OCCCCCCCCCCCCCCCCCC(=O)C(O)(C[N+](C)(C)C)CC([O-])=O hydroxyoctadecanoylcarnitine